NC1=C(SC2=NC(=CC(=C21)C)C)C(=O)N[C@H]2COC1=C(C2)C(=CC(=C1F)N1C[C@H]([C@H](C1)COC)N)F 3-amino-N-[(3R)-7-[(3S,4S)-3-amino-4-(methoxymethyl)pyrrolidin-1-yl]-5,8-difluoro-3,4-dihydro-2H-1-benzopyran-3-yl]-4,6-dimethylthieno[2,3-b]pyridine-2-carboxamide